(3-(4-methylpiperazin-1-yl)phenyl)-2-oxo-1,2-dihydroquinoline-3-carboxamide formate salt C(=O)O.CN1CCN(CC1)C=1C=C(C=CC1)N1C(C(=CC2=CC=CC=C12)C(=O)N)=O